ClC=1C(=C(NC=2C3=C(N=CN2)C=CC(=N3)C32CN(CC2C3)C(=O)OCC3=CC=CC=C3)C=CC1Cl)F benzyl 1-[4-(3,4-dichloro-2-fluoro-anilino)pyrido[3,2-d]pyrimidin-6-yl]-3-azabicyclo[3.1.0]hexane-3-carboxylate